3-(2-(4-fluorophenyl-2,3,5,6-d4)-1H-indol-3-yl)propionic acid FC1=C(C(=C(C(=C1[2H])[2H])C=1NC2=CC=CC=C2C1CCC(=O)O)[2H])[2H]